BrC1=CC(=CC=C1)C(C(F)(F)F)(F)F 1-bromo-3-(perfluoroethyl)benzene